BrC=1C=2N(C=C(N1)Cl)C(=CN2)C 8-bromo-6-chloro-3-methyl-imidazo[1,2-a]pyrazine